2-{(2E)-2-[(3-methylphenyl)methylidene]hydrazinyl}-4-(morpholin-4-yl)-6-(1,2,3,6-tetrahydropyridin-4-yl)-6,7-dihydro-5H-pyrrolo[3,4-d]pyrimidine CC=1C=C(C=CC1)\C=N\NC=1N=C(C2=C(N1)CN(C2)C=2CCNCC2)N2CCOCC2